CC1=CC=C(C=C1)S(=O)(=O)[C@H](C(=O)NC1=CC=C(C=C1)N1CCOCC1)CC(=O)NC1=CC=C(C=C1)[N+](=O)[O-] (S)-2-(4-methylphenyl-sulphonyl)-N1-(4-morpholinophenyl)-N4-(4-nitrophenyl)succinamide